ClO.ClO hypochlorous acid, hypochlorite salt